4-(5-ethoxypyridin-2-yl)-N-(3-(trifluoromethyl)pyridin-2-yl)thiazol-2-amine C(C)OC=1C=CC(=NC1)C=1N=C(SC1)NC1=NC=CC=C1C(F)(F)F